[Ca].C[AsH2].C[AsH2] bis(methyl-arsine) calcium